C(C1=CC=CC=C1)ON1[C@@H]2CC[C@H](N(C1=O)C2)C(NC(CCC2=NC=CC=C2)=O)=N N-(((2S,5R)-6-(benzyloxy)-7-oxo-1,6-diazabicyclo[3.2.1]octan-2-yl)(imino)methyl)-3-(pyridin-2-yl)propanamide